C(#N)C=1C(=NN(C1OCC1=CC=CC=C1)C(C(COC)(C)C)=O)C1C(NC1)C 4-({[4-Cyano-1-(3-methoxy-2,2-dimethylpropanoyl)-3-(2-methylazetidin-3-yl)-1H-pyrazol-5-yl]oxy}methyl)benzol